CC(C=O)CC1=C(C=CC=C1)C(C)(C)C 2-methyl-3-(tert-butylphenyl)propanal